7-(4-fluorophenyl)-1-(2-morpholinoethyl)-3,4-dihydroquinolin-2(1H)-one FC1=CC=C(C=C1)C1=CC=C2CCC(N(C2=C1)CCN1CCOCC1)=O